FC=1C=CC(=NC1)NC(CN1C=2N(C(C(=C1)C(=O)OCC)=O)N=C(C2)C2CCOCC2)=O ethyl 4-(2-((5-fluoropyridin-2-yl) amino)-2-oxoethyl)-7-oxo-2-(tetrahydro-2H-pyran-4-yl)-4,7-dihydropyrazolo[1,5-a]pyrimidine-6-carboxylate